OC(/C=C/C(=O)N1CC(C1)C1=NN(C2=NC=CC(=C21)CO)C2=CC=C(C=C2)OC(F)(F)F)C (E)-4-hydroxy-1-(3-(4-(hydroxymethyl)-1-(4-(trifluoromethoxy)phenyl)-1H-pyrazolo[3,4-B]pyridin-3-yl)azetidin-1-yl)pent-2-en-1-one